cobalt-iron-nickel-boron hydroxide B(O)(O)O.[Ni].[Fe].[Co]